COC(CCCOC=1C=C2C(N(C(C2=CC1)=O)C1C(NC(CC1)=O)=O)=O)OC 5-(4,4-dimethoxybutoxy)-2-(2,6-dioxopiperidin-3-yl)isoindole-1,3-dione